7-(1-cyclopropyl-1H-pyrazol-4-yl)-1,2-dimethyl-1H-indole-3-carboxylic acid methyl ester COC(=O)C1=C(N(C2=C(C=CC=C12)C=1C=NN(C1)C1CC1)C)C